Aluminium-Vanadium [V].[Al]